N-[2-(1-benzylpiperidin-4-yl)ethyl]-4-phenylpiperidine-1-carboxamide C(C1=CC=CC=C1)N1CCC(CC1)CCNC(=O)N1CCC(CC1)C1=CC=CC=C1